O1C[C@@H](CC1)N1N=CC(=C1)C1=NNC2=CN=C(C=C21)NC(=O)C2CC2 (R)-N-(3-(1-(tetrahydrofuran-3-yl)-1H-pyrazol-4-yl)-1H-pyrazolo[3,4-c]pyridin-5-yl)cyclopropanecarboxamide